FC1=C(C(=C(C=C1)N1CCN(CC1)C(CN1N=C(C=2CCCCC12)C(=O)N1C[C@@H]([C@@H](CC1)O)F)=O)C)C 1-(4-(4-fluoro-2,3-dimethylphenyl)piperazin-1-yl)-2-(3-((3S,4R)-3-fluoro-4-hydroxy-piperidine-1-carbonyl)-4,5,6,7-tetrahydro-1H-indazol-1-yl)ethanone